bis-(2,3-dibromo-4,5-dihydroxybenzyl) ether BrC1=C(COCC2=C(C(=C(C(=C2)O)O)Br)Br)C=C(C(=C1Br)O)O